C1(=CC=CC=C1)C(C=C)O 1-phenyl-2-propen-1-ol